NC1=CC(=C(OC=2C=CC(N(C2)CC(=O)OCC)=O)C(=C1)Cl)Cl Ethyl 2-(5-(4-amino-2,6-dichlorophenoxy)-2-oxopyridin-1(2H)-yl)acetate